racemic-2-methyl-1,4-oxazepane C[C@H]1OCCCNC1 |r|